(3S,4R)-1-(4-((5-ethyl-8-((S)-2-methylazetidin-1-yl)-2,7-naphthyridin-3-yl)amino)pyrimidin-2-yl)-3-fluoro-3-methylpiperidin-4-ol C(C)C1=C2C=C(N=CC2=C(N=C1)N1[C@H](CC1)C)NC1=NC(=NC=C1)N1C[C@]([C@@H](CC1)O)(C)F